3-Ethoxy-2,2-difluoro-3-oxopropionic acid C(C)OC(C(C(=O)O)(F)F)=O